4-chloro-7-hydroxy-6-methoxyquinoline-3-carbonitrile ClC1=C(C=NC2=CC(=C(C=C12)OC)O)C#N